4-Butyl 1-neopentyl 2-phenylfumarate C1(=CC=CC=C1)/C(/C(=O)OCC(C)(C)C)=C\C(=O)OCCCC